tetrafluoro-n-tetracosanyl fluoride FC(CCCCCCCCCCCCCCCCCCCCCCC(F)(F)F)F